COC1=CC=C(C=C1)N1C=2C=CC=CC2N(C2=CC=CC=C12)C1=CC=C(C=C1)OC 5,10-di(4-methoxyphenyl)-5,10-dihydrophenazine